2-(phenylmethyloxy)acetic acid C1(=CC=CC=C1)COCC(=O)O